C(C)(=O)N1CC(CCC1)NC(OC(C)(C)C)=O t-butyl (1-acetylpiperidin-3-yl)carbamate